methyl (S)-2-(4-methoxyisoindolin-2-yl)-2-phenylacetate COC1=C2CN(CC2=CC=C1)[C@H](C(=O)OC)C1=CC=CC=C1